The molecule is a 2-oxo monocarboxylic acid anion that is the conjugate base of 3-dimethylallyl-4-hydroxyphenylpyruvic acid. It derives from a pyruvate. It is a conjugate base of a 3-dimethylallyl-4-hydroxyphenylpyruvic acid. CC(=CCC1=C(C=CC(=C1)CC(=O)C(=O)[O-])O)C